C(C=C)(=O)N1C[C@@H](CCC1)N1N=C(C=2C1=NC=NC2N)C(=O)NC2=C(C=C(C(=C2)Cl)CC(=O)N(C)C)OC (R)-1-(1-acryloylpiperidine-3-yl)-4-amino-N-(5-chloro-4-(2-(dimethylamino)-2-oxoethyl)-2-methoxyphenyl)-1H-pyrazolo[3,4-d]pyrimidine-3-carboxamide